ClCC1OC(OC1)(C)C 4-chloromethyl-2,2-dimethyl-1,3-dioxolane